BrC1=C2C=NN(C2=CC2=C1C(CC2)CCO[Si](C)(C)C(C)(C)C)C2OCCCC2 4-bromo-5-(2-((tert-butyldimethylsilyl)oxy)ethyl)-1-(tetrahydro-2H-pyran-2-yl)-1,5,6,7-tetrahydrocyclopenta[f]indazole